CNC(=O)[C@H]1N(CC(CC1)C1=CC=C(C=C1)C(F)(F)F)C1=CC=C(C(=O)O)C=C1 4-((2S)-2-(methylcarbamoyl)-5-(4-(trifluoromethyl)phenyl)piperidin-1-yl)benzoic acid